4-(2-((1-(2-(2,4-Dioxocyclohexyl)-1,3-dioxoisoindolin-5-yl)piperidin-4-yl)methoxy)ethyl)piperidine O=C1C(CCC(C1)=O)N1C(C2=CC=C(C=C2C1=O)N1CCC(CC1)COCCC1CCNCC1)=O